C(C)(C)(C)OC(=O)N[C@@H](CCCNC(NS(=O)(=O)C1=C(C=C(C=C1C)C)C)=N)C(=O)O N-tert-butyloxycarbonyl-Nω-mesitylenesulfonyl-arginine